20-Oxo-Pregnan-5-en-3β-yl-Sulfat O=C(C)[C@H]1CC[C@H]2[C@@H]3CC=C4C[C@H](CC[C@]4(C)[C@H]3CC[C@]12C)OS(=O)(=O)[O-]